O=S1(N(C2=C(C1)C=CC=C2)CC=2N(C=1C(=C3CC[C@@H](N(C3=CC1)C(=O)OC)C)N2)C2CCCCC2)=O (1R,3R)-3-((S)-2-((2,2-Dioxidobenzo[c]isothiazol-1(3H)-yl)methyl)-6-(methoxycarbonyl)-7-methyl-6,7,8,9-tetrahydro-3H-imidazo[4,5-f]chinolin-3-yl)cyclohexan